ClC=1C=CC2=C(N=C(O2)C2CC3(CC(C3)NC(=O)C=3OC(=CC3)S(=O)(=N)N3CCOCC3)C2)C1 N-[6-(5-chloro-1,3-benzoxazol-2-yl)spiro[3.3]heptan-2-yl]-5-(morpholinosulfonimidoyl)furan-2-carboxamide